OCCN1C(C(C(CC1(C)C)O)C(C(=O)[O-])CC(=O)[O-])(C)C N-β-hydroxyethyl-2,2,6,6-tetramethyl-4-hydroxypiperidylsuccinate